O.[Pt+2].[Cl-].[Cl-] chloride platinum hydrate